3,3-dimethyl-4,4-biphenylene diisocyanate CC1=C(C=CC(=C1)C2=CC(=C(C=C2)N=C=O)C)N=C=O